FC=1C(=C(C=C(C1)C)S(=O)(=O)N)C (E)-3-fluoro-2,5-dimethyl-benzenesulfonamide